C(CCCCCCC=O)=O octandialdehyde